N2-isopropyl-N4-methyl-N4-(2-(trifluoromethyl)benzyl)thieno[3,2-d]pyrimidine-2,4-diamine C(C)(C)NC=1N=C(C2=C(N1)C=CS2)N(CC2=C(C=CC=C2)C(F)(F)F)C